2,4-pentanediamine CC(CC(C)N)N